BrC=1C=C2C=NN(C2=CC1N1CCN(CC1)C1(COC1)C)C=1C=NN(C1)C 5-bromo-1-(1-methyl-1H-pyrazol-4-yl)-6-(4-(3-methyloxetan-3-yl)piperazin-1-yl)-1H-indazole